2-bromo-5-(thieno[3,2-d]pyrimidin-4-yl)-4,5,6,7-tetrahydrothiazolo[5,4-c]pyridine BrC=1SC=2CN(CCC2N1)C=1C2=C(N=CN1)C=CS2